7-[(5'S,7a'R)-3'-oxo-5'-phenyltetrahydro-1H,3'H-spiro[piperidine-4,2'-pyrrolo[2,1-b][1,3]oxazol]-1-yl]pyrazolo[1,5-a]pyridine-4-carboxamide O=C1N2[C@H](OC13CCN(CC3)C3=CC=C(C=1N3N=CC1)C(=O)N)CC[C@H]2C2=CC=CC=C2